4-(5-chloro-[1,1'-biphenyl]-3-yl)phenanthrene ClC=1C=C(C=C(C1)C1=CC=CC=C1)C1=CC=CC=2C=CC3=CC=CC=C3C12